OC1[C@@H]2[C@@H]3C=CC([C@H]4[C@@]3(C=3C(=C(C=CC13)OC)O4)CCN2C)=O 10-hydroxycodeinone